COC1=C(C=CC=C1)C1=NC=CC2=C1CN(C2=O)C=2SC(=NN2)C 4-(2-methoxyphenyl)-2-(5-methyl-1,3,4-thiadiazol-2-yl)-2,3-dihydro-1H-pyrrolo[3,4-c]pyridin-1-one